FC=1C=CC(=NC1)C(=O)N1CC(CC1)C1=C(C=C(C=C1)C1=C(C=CC=C1)C(C)C)CO (5-Fluoropyridin-2-yl)(3-(3-(hydroxymethyl)-2'-isopropylbiphenyl-4-yl)pyrrolidin-1-yl)methanone